2-[(1-methyl-1H-pyrazol-4-yl)amino]-4-[(3-chloro-phenylethyl)amino]pyrimidin-5-carboxamide CN1N=CC(=C1)NC1=NC=C(C(=N1)NCCC1=CC(=CC=C1)Cl)C(=O)N